(2S,4S)-N-(2-dimethylaminoethyl)-4-hydroxy-pyrrolidine-2-carboxamide CN(CCNC(=O)[C@H]1NC[C@H](C1)O)C